dimethyl 4-[5-[[2-[4-[6-(dimethylamino)pyridin-3-yl]phenyl]-1,3-benzothiazol-6-yl]-[(2-methylpropan-2-yl)oxycarbonyl]amino]pentoxy]benzene-1,2-dicarboxylate CN(C1=CC=C(C=N1)C1=CC=C(C=C1)C=1SC2=C(N1)C=CC(=C2)N(CCCCCOC=2C=C(C(=CC2)C(=O)OC)C(=O)OC)C(=O)OC(C)(C)C)C